((1R,5S,6r)-3-(3-(3-chloro-2-methoxypyridin-4-yl)-1H-pyrazolo[3,4-b]pyrazin-6-yl)-6-(4-methylthiazol-2-yl)-3-azabicyclo[3.1.0]hexan-6-yl)methanamine ClC=1C(=NC=CC1C1=NNC2=NC(=CN=C21)N2C[C@H]1C([C@H]1C2)(C=2SC=C(N2)C)CN)OC